1-methylpyrrolo[2,3-b]pyridin-4-amine CN1C=CC2=C1N=CC=C2N